N-(4-((2-(1,1-difluoroethyl)-6-methylpyrimidin-4-yl)amino)-5-((1-methyl-1H-pyrazol-3-yl)methoxy)pyridin-2-yl)acetamide FC(C)(F)C1=NC(=CC(=N1)NC1=CC(=NC=C1OCC1=NN(C=C1)C)NC(C)=O)C